C(C)(C)(C)OC(=O)N(C1=C2N=CN(C2=NC=N1)C(=O)OC(C)(C)C)C(=O)OC(C)(C)C N6,N6,N9-tri-tert-butoxycarbonyladenine